FCCCC1(C2(CCC(C1)C2(C)C)C)OC Fluoropropyl-methoxycamphane